CC=1C(=C2C=NNC2=CC1)C1=NC(=NC(=N1)OCC1=NC=CC=C1)N1CC2(CN(C2)C(C=C)=O)CC1 1-(6-(4-(5-methyl-1H-indazol-4-yl)-6-(pyridin-2-ylmethoxy)-1,3,5-triazin-2-yl)-2,6-diazaspiro[3.4]octan-2-yl)prop-2-en-1-one